C1OC2=CC=C(C=C[N+](=O)[O-])C=C2O1 4-methylendioxy-beta-nitrostyrene